8-benzyl-2-(methylthio)-7-oxo-7,8-dihydropyrido[2,3-d]pyrimidine-6-carbonitrile C(C1=CC=CC=C1)N1C(C(=CC2=C1N=C(N=C2)SC)C#N)=O